N-(4-Amino-2-tetrahydropyran-2-yl-pyrazolo[4,3-c]pyridin-7-yl)-2-oxo-2-[rac-(2R,5S)-2-(2-ethoxy-4-pyridyl)-5-methyl-1-piperidyl]acetamide NC1=NC=C(C=2C1=CN(N2)C2OCCCC2)NC(C(N2[C@H](CC[C@@H](C2)C)C2=CC(=NC=C2)OCC)=O)=O |r|